tert-butyl 5-(hydroxymethyl)-1,2-thiazine-2-carboxylate 1,1-dioxide OCC=1C=CN(S(C1)(=O)=O)C(=O)OC(C)(C)C